C(C)(C)(C)OC(=O)N1CC2=C(C3=C(N=CN=C3Cl)N2CC1)Br 5-bromo-4-chloro-8,9-dihydropyrazino[1',2':1,5]pyrrolo[2,3-d]pyrimidine-7(6H)-carboxylic acid tert-butyl ester